C(#N)C1=CC(=NC=N1)OCC12CC(C1)(C2)C(=O)N[C@@H](C)C2=CC(=CC(=C2)F)F (S)-3-(((6-cyanopyrimidin-4-yl)oxy)methyl)-N-(1-(3,5-difluorophenyl)ethyl)-bicyclo[1.1.1]pentane-1-carboxamide